N2-(4-(5-Azidopentanamido)butanoyl)-N6-(5-azidopentanoyl)-L-lysine N(=[N+]=[N-])CCCCC(=O)NCCCC(=O)N[C@@H](CCCCNC(CCCCN=[N+]=[N-])=O)C(=O)O